C([C@@H](C(=O)O)N)SS(=O)(=O)O CYSTEINE S-sulfate